NC1=NC=2C=CC(=CC2C=2N1C=NN2)C(=O)N(C2CCC1=CC(=CC=C21)C(F)(F)F)CC(F)(F)F 5-amino-N-(2,2,2-trifluoroethyl)-N-(5-(trifluoromethyl)-2,3-dihydro-1H-inden-1-yl)-[1,2,4]triazolo[4,3-c]quinazoline-9-carboxamide